7-chloro-3-(2,6-difluoro-3,5-dimethoxyphenyl)-1-(4-methoxy-4-methylpiperidin-1-yl)-2,6-naphthyridine ClC1=NC=C2C=C(N=C(C2=C1)N1CCC(CC1)(C)OC)C1=C(C(=CC(=C1F)OC)OC)F